FC(C(=O)O)(F)F.F[C@@H]1CNCC12CCN(CC2)C=2C1=C(N=C(N2)C2=CC=NC=C2)C=NC=C1 (S)-4-(4-fluoro-2,8-diazaspiro[4.5]decan-8-yl)-2-(pyridin-4-yl)pyrido[3,4-d]pyrimidine trifluoroacetate